O=C1NC(CCC1N1CC2=CC=C(C=C2C1=O)CCCOCCC(=O)O)=O 3-{3-[2-(2,6-dioxopiperidin-3-yl)-3-oxo-1H-isoindol-5-yl]propoxy}propanoic acid